C1(CC1)C=1NC(=NN1)C1CC2(CN(C2)C(=O)N2CC3(C2)CCC(CC3)NC3=NC=C(N=C3)C(F)(F)F)C1 [6-(5-cyclopropyl-4H-1,2,4-triazol-3-yl)-2-azaspiro[3.3]heptan-2-yl]-[7-[[5-(trifluoromethyl)pyrazin-2-yl]amino]-2-azaspiro[3.5]nonan-2-yl]methanone